3-(phenoxymethyl)-1-[3-(trifluoromethyl)-5H,6H,7H,8H-[1,2,4]triazolo[4,3-a]pyrazine-7-carbonyl]piperidine O(C1=CC=CC=C1)CC1CN(CCC1)C(=O)N1CC=2N(CC1)C(=NN2)C(F)(F)F